ClC1=C(N)C(=CC=C1)N1CCN(CC1)C(C)C 2-chloro-6-[4-(propan-2-yl)piperazin-1-yl]aniline